3-[5-fluoro-3-(2-methyl-3-pyridyl)-2-pyridyl]-3-methoxy-5,5-dimethyl-6-oxo-cyclohexene-1-carbonitrile FC=1C=C(C(=NC1)C1(C=C(C(C(C1)(C)C)=O)C#N)OC)C=1C(=NC=CC1)C